C(C)(C)(C)OC(C1=CC=C(C=C1)OCCCCCCCCCC(=O)O)=O 4-(9-carboxy-nonyloxy)benzoic acid tert-butyl ester